Diethyltoluenediamine CCC1=CC(=C(C(=C1C)N)CC)N